C(C)OC(C)C1(CCN(CC1)CC1=CC2=C(NC(OC2)=O)C=C1)CCC1=CC=CC=C1 6-((4-(1-ethoxyethyl)-4-phenethylpiperidin-1-yl)methyl)-1H-benzo[d][1,3]oxazin-2(4H)-one